CC(C(C)N)C 3-methyl-2-butyl-amine